O=C1NC(CCC1NC=1C=C(C(=O)N2CCC(CC2)N2CCN(CC2)C2=CC=C(C=C2)NC2=NC=CC=N2)C=CC1)=O 2-((4-(4-(1-(3-((2,6-dioxopiperidin-3-yl)amino)benzoyl)piperidin-4-yl)piperazin-1-yl)phenyl)amino)pyrimidin